[C@H]12C(CC[C@@H]2C1)=O (1S,5R)-bicyclo[3.1.0]hexane-2-one